BrC1=CN(C=2N=CN=C(C21)N(C(OC(C)(C)C)=O)C(=O)OC(C)(C)C)C(C)C tert-butyl (5-bromo-7-isopropyl-7H-pyrrolo[2,3-d]pyrimidin-4-yl)(tert-butoxycarbonyl)carbamate